6-(3-(tert-butoxy)-2-hydroxy-3-oxopropoxy)imidazo-[1,2-a]Pyridine C(C)(C)(C)OC(C(COC=1C=CC=2N(C1)C=CN2)O)=O